Cl.N1N=CC(=C1)NC=1C=2CNCC2C=CC1 N-(1H-pyrazol-4-yl)isoindolin-4-amine hydrochloride